C(C1=CC=CC=C1)(=O)OCC.CC(C)C1(C(C=CC=C1)CN)CN 2-(2-propyl) xylylenediamine ethyl benzoate